Methyl (5-((4-(4-isobutyrylpiperazin-1-yl)phenyl)thio)-1H-benzo[d]imidazol-2-yl)carbamate C(C(C)C)(=O)N1CCN(CC1)C1=CC=C(C=C1)SC1=CC2=C(NC(=N2)NC(OC)=O)C=C1